NC1=NC=C(C(=N1)NCC1CCN(CC1)C(C=C)=O)C1=CC=C(C=C1)OC1=CC=CC=C1 1-(4-(((2-amino-5-(4-phenoxyphenyl)pyrimidin-4-yl)amino)methyl)piperidin-1-yl)prop-2-en-1-one